N(=[N+]=[N-])CCCCCCOC1=CC=C(C=C1)NC(N(CCCC)CC1=CC=C(C(=O)NO)C=C1)=O 4-((3-(4-((6-azidohexyl)oxy)phenyl)-1-butylureido)methyl)-N-hydroxybenzamide